trimercaptos-triazine trisodium salt [Na].[Na].[Na].SC1=NC(=NC(=N1)S)S